1,2,5-oxadiazole-3-amine O1N=C(C=N1)N